ergosta-7,22-dien-3-ol CC(C)[C@@H](C)C=C[C@@H](C)[C@H]1CC[C@H]2C3=CCC4CC(CC[C@]4(C)[C@H]3CC[C@]12C)O